2-[5-bromo-2-(hydroxymethyl)phenyl]propan-2-ol BrC=1C=CC(=C(C1)C(C)(C)O)CO